C(C)(C)(C)OC([C@H](CC(=O)SCC)NC(=O)OCC1C2=CC=CC=C2C=2C=CC=CC12)=O.ClC1=CC(=CC(=N1)C(C)=O)C 1-(6-chloro-4-methylpyridin-2-yl)ethan-1-one Tert-butyl-(S)-2-((((9H-fluoren-9-yl)methoxy)carbonyl)amino)-4-(ethylsulfanyl)-4-oxobutanoate